1-(2-fluoro-6-methyl-benzoyl)-2-[4-(tetrahydropyran-4-yl-amino)phenyl]-2,3,4,4a,5,6,7,7a-octahydrocyclopenta[b]pyridine-3-carboxylic acid FC1=C(C(=O)N2C3C(CC(C2C2=CC=C(C=C2)NC2CCOCC2)C(=O)O)CCC3)C(=CC=C1)C